tert-butyl (S)-2-((2-(4-(tert-butoxycarbonyl)-2,6-difluorophenyl)-7-methylimidazo[1,2-a]pyridin-3-yl)methyl)morpholine-carboxylate C(C)(C)(C)OC(=O)C1=CC(=C(C(=C1)F)C=1N=C2N(C=CC(=C2)C)C1C[C@H]1CN(CCO1)C(=O)OC(C)(C)C)F